OCCNC1=C(C=CC=C1[N+](=O)[O-])C1=CC=CC(=N1)N[C@H]1C[C@H](N(C1)C(=O)OCC1=CC=CC=C1)C=1N=NNN1 benzyl (2S,4S)-4-[[6-[2-(2-hydroxyethylamino)-3-nitro-phenyl]-2-pyridyl]amino]-2-(2H-tetrazol-5-yl)pyrrolidine-1-carboxylate